2,4,6-trimethylbenzoyl ethyl phosphonate P(OC(C1=C(C=C(C=C1C)C)C)=O)(OCC)=O